4-((1R,3S)-3-hydroxycyclohexylamino)-2-((S)-1,2,3,4-tetrahydronaphthalen-1-ylamino)pyrimidine-5-carboxamide O[C@@H]1C[C@@H](CCC1)NC1=NC(=NC=C1C(=O)N)N[C@H]1CCCC2=CC=CC=C12